(2S,4R)-4-fluoro-1-[2-(1-methyl-1H-pyrazol-3-yl)acetyl]-N-[(S)-phenyl[4-(propan-2-yl)phenyl]methyl]pyrrolidine-2-carboxamide Ethyl-(4Z,8E)-decadienoate C(C)OC(C=C\C=C/CCCCC)=O.F[C@@H]1C[C@H](N(C1)C(CC1=NN(C=C1)C)=O)C(=O)N[C@H](C1=CC=C(C=C1)C(C)C)C1=CC=CC=C1